N[C@@H]1CN(CCC1)C=1N(C(C(=C(N1)C1=CC(=C(C#N)C=C1)F)C1=CC=C(C=C1)OC)=O)C 4-[2-((3S)-3-amino-piperidin-1-yl)-5-(4-methoxy-phenyl)-1-methyl-6-oxo-1,6-dihydro-pyrimidin-4-yl]-2-fluoro-benzonitrile